1-imidazo[1,2-a]pyridin-7-ylpropan-2-one N=1C=CN2C1C=C(C=C2)CC(C)=O